ClC1=NN=C(C2=CC=C(C=C12)C1=NN(C=C1)C)C1CC1 4-chloro-1-cyclopropyl-6-(1-methyl-1H-pyrazol-3-yl)phthalazine